FC1=C(C=CC=C1CC1=CN=C(N1)C1=C(C=CC(=C1)OC=1C(=C2C=CNC2=CC1)C)F)CCC(=O)O 3-(2-fluoro-3-((2-(2-fluoro-5-((4-methyl-1H-indol-5-yl)oxy)phenyl)-1H-imidazol-5-yl)methyl)phenyl)propanoic acid